N-t-butoxycarbonyl-2,3-dibromo-1-propylamine C(C)(C)(C)OC(=O)NCC(CBr)Br